[Si](C1=CC=CC=C1)(C1=CC=CC=C1)(C(C)(C)C)OCCCCCCCCCCOC1=CC=C(C2=CC=CC=C12)C(=O)O 4-((10-((tert-butyldiphenylsilyl)oxy)decyl)oxy)-1-naphthoic acid